C([C@@H]1[C@@H]([C@H]([C@H](O1)O)O)O)O The molecule is a D-xylofuranose that has alpha configuration at the anomeric centre. It is a pentose and a D-xylofuranose. It is an enantiomer of an alpha-L-xylofuranose.